(+-)-5E-3-methyl-5-cyclopentadecen-1-one C[C@H]1CC(CCCCCCCCC/C=C/C1)=O |r|